aluminum tri-hydroxide hydroxide [OH-].[OH-].[OH-].[OH-].[Al+3]